CC1=NN(C=C1NC1=NC=C(C(=N1)C=1SC=C(C1)S(=O)(=O)C)C(F)(F)F)C1CCN(CC1)C N-[3-methyl-1-(1-methyl-4-piperidyl)pyrazol-4-yl]-4-(4-methylsulfonyl-2-thienyl)-5-(trifluoromethyl)pyrimidin-2-amine